(R)-2-(2,6-difluorophenyl)-5-(4-(7-(trifluoromethyl)pyrazolo[1,5-a]pyridin-2-yl)-1,4,6,7-tetrahydro-5H-imidazo[4,5-c]pyridin-5-yl)-1,3,4-oxadiazole FC1=C(C(=CC=C1)F)C=1OC(=NN1)N1[C@H](C2=C(CC1)NC=N2)C2=NN1C(C=CC=C1C(F)(F)F)=C2